FC(C1=CC=CC(=N1)NC1=NC(=NC(=N1)NC1=NC(=CC=C1)C(F)(F)F)N1CC(CCC1)O)(F)F 1-(4,6-bis((6-(trifluoromethyl)pyridin-2-yl)amino)-1,3,5-triazin-2-yl)piperidin-3-ol